COC1=CC=2C(=C3C(=NC2C=C1COCCN1CCCC1)CCC3)N[C@H]3C[C@H](CC3)C#N (1S,3R)-3-[(7-methoxy-6-{[2-(pyrrolidin-1-yl)ethoxy]methyl}-1H,2H,3H-cyclopenta[b]quinolin-9-yl)amino]cyclopentane-1-carbonitrile